C(#N)N1CC(CC1)C(=O)NC1=CN=C(S1)C1=CC=CC=C1 1-cyano-N-(2-phenyl-thiazol-5-yl)pyrrolidine-3-carboxamide